S1C=C(C=C1)C1=C(C=CC=C1)SCC=1N=CNC1 4-(((2-(Thiophen-3-yl)phenyl)thio)methyl)-1H-imidazole